1-(6-(2-(2-fluoro-5-(trifluoromethoxy)benzyl)-2H-tetrazol-5-yl)pyridin-2-yl)ethan-1-one FC1=C(CN2N=C(N=N2)C2=CC=CC(=N2)C(C)=O)C=C(C=C1)OC(F)(F)F